C(=O)[O-].[NH+]12CCCCCC2=NCCC1 1,8-diazabicyclo[5.4.0]-7-undecenium formate